1-benzyl 2-(tert-butyl) 1,2-hydrazinedicarboxylate N(NC(=O)OC(C)(C)C)C(=O)OCC1=CC=CC=C1